10-bromo-8-(methoxymethoxy)pyrrolo[2,1-a]isoquinoline BrC=1C=C(C=C2C=CN3C(C12)=CC=C3)OCOC